2-[1-(3-fluorophenyl)cyclobutyl]ethyl methanesulfonate CS(=O)(=O)OCCC1(CCC1)C1=CC(=CC=C1)F